C(C(C)C)(=O)OC\C=C\C1=CC=CC=C1 (E)-Cinnamyl isobutyrate